3-iodo-8-methoxy-2-(trifluoromethyl)-4H-pyrido[1,2-a]pyrimidin-4-one IC1=C(N=C2N(C1=O)C=CC(=C2)OC)C(F)(F)F